tert-butyl 6-(3-fluoro-7-methoxy-4-(5-methyl-1-(tetrahydro-2H-pyran-2-yl)-1H-indazol-4-yl) quinolin-2-yl)-2,6-diazaspiro[3.4]-octane-2-carboxylate FC=1C(=NC2=CC(=CC=C2C1C1=C2C=NN(C2=CC=C1C)C1OCCCC1)OC)N1CC2(CN(C2)C(=O)OC(C)(C)C)CC1